4-Azidobenzoic acid N(=[N+]=[N-])C1=CC=C(C(=O)O)C=C1